NC1=C(C=C(C=C1)Cl)N[C@@H](CC(=O)OC)C(C)(C)C (S)-methyl 3-((2-amino-5-chlorophenyl) amino)-4,4-dimethylvalerate